vinylbenzyl-trimethylammonium carbonate C([O-])([O-])=O.C(=C)C[N+](C)(C)CC1=CC=CC=C1.C(=C)C[N+](CC1=CC=CC=C1)(C)C